C1OCC12CN(CC2)CC2=NN1C(C(N(CC1)C1=C(C=C(C=C1)C1=NC3=CC=C(C=C3C=N1)C(F)(F)F)C)=O)=C2C 2-((2-oxa-6-azaspiro[3.4]oct-6-yl)methyl)-3-methyl-5-(2-methyl-4-(6-(trifluoromethyl)quinazolin-2-yl)phenyl)-6,7-dihydropyrazolo[1,5-a]pyrazin-4(5H)-one